BrC(C(=O)C1CC1)C 2-Bromo-1-cyclopropylpropan-1-one